CC1=C(C(=O)O)C=C(C=C1)C 2,5-dimethyl-benzoic acid